ClC=1C=C(C=C2C=NNC12)C=1C=NC=CC1C 7-Chloro-5-(4-methylpyridin-3-yl)-1H-indazole